2-cyclopropyl-6-(4,4,5,5-tetramethyl-1,3,2-dioxaborolan-2-yl)isoindolin-1-one C1(CC1)N1C(C2=CC(=CC=C2C1)B1OC(C(O1)(C)C)(C)C)=O